4-(4-((3-(1H-imidazol-1-yl)benzyl)(3-methoxybenzyl)amino)benzyl)piperazin-2-one N1(C=NC=C1)C=1C=C(CN(C2=CC=C(CN3CC(NCC3)=O)C=C2)CC2=CC(=CC=C2)OC)C=CC1